BrC1=C(C(=O)OC)C=CC=C1\C=C/C1=CC=CC=C1 methyl (Z)-2-bromo-3-styrylbenzoate